N-(3-(dimethylamino)propyl)-6-(8-hydroxyquinolin-6-yl)nicotinamide CN(CCCNC(C1=CN=C(C=C1)C=1C=C2C=CC=NC2=C(C1)O)=O)C